(2S)-N-[(1S)-1-cyano-2-[4-(3-methyl-2-oxo-1,3-benzoxazol-5-yl)phenyl]ethyl]-4-methyl-1,4-oxazocane-2-carboxamide C(#N)[C@H](CC1=CC=C(C=C1)C=1C=CC2=C(N(C(O2)=O)C)C1)NC(=O)[C@H]1OCCCCN(C1)C